2,4-dichloro-5-cyanobenzoic acid ClC1=C(C(=O)O)C=C(C(=C1)Cl)C#N